FC(C(=O)O)(F)F.FC(C(=O)O)(F)F.N1CC(CCC1)NC1=NC=2N(C=C1)N=CC2C(=O)N 5-(piperidin-3-ylamino)pyrazolo[1,5-a]pyrimidine-3-carboxamide bistrifluoroacetate